tert-butyl(cyclobutylmethyl)((2-((4-(6-(dimethylamino)-3-fluoro-1-(tetrahydro-2H-pyran-2-yl)-1H-Indazol-4-yl)-1H-1,2,3-triazol-1-yl)methyl)imidazo[1,2-a]pyridin-6-yl)methyl)carbamate C(C)(C)(C)OC(N(CC=1C=CC=2N(C1)C=C(N2)CN2N=NC(=C2)C2=C1C(=NN(C1=CC(=C2)N(C)C)C2OCCCC2)F)CC2CCC2)=O